OC(=O)C(F)(F)F.N1CCC(CC1)C1=CC=C(C=C1)N1C(CCCC1=O)=O [4-(4-piperidinyl)phenyl]piperidine-2,6-dione TFA salt